C(C)(C)(C)OC(=O)N=NN Triazene-1-carboxylic acid tert-butyl ester